FC(OC1=CC=C(C=C1)C1=C2C(=NN(C1=O)C1=CC3=CN(N=C3C=C1)C)C=C(C(N2)=O)F)F 4-(4-(difluoromethoxy)phenyl)-7-fluoro-2-(2-methyl-2H-indazol-5-yl)pyrido[3,2-c]pyridazine-3,6(2H,5H)-dione